tert-butyl 2-(2-((tert-butoxycarbonyl) amino) thiazol-4-yl)-2-oxoacetate C(C)(C)(C)OC(=O)NC=1SC=C(N1)C(C(=O)OC(C)(C)C)=O